6,7-dihydro-5H-imidazo[2,1-c][1,2,4]triazole-6-carboxamide N=1N=CN2C1NC(C2)C(=O)N